dimethyllactic acid amide CCC(C(=O)N)(O)C